5-Xylyl Methylcarbamate CNC(OC=1C=C(C(=CC1)C)C)=O